Benzyl (3-((2,2,2-trifluoroethyl)amino)propyl)carbamate FC(CNCCCNC(OCC1=CC=CC=C1)=O)(F)F